Cl.CC(C)(C)C1=CC=C(C=C1)C(CCCN1CCC(CC1)OC(C1=CC=CC=C1)C1=CC=CC=C1)=O 1-[4-(1,1-dimethylethyl)phenyl]-4-[4-(diphenylmethoxy)-1-piperidinyl]-1-butanone hydrochloride